P(O)(O)=O.P(O)(O)=O phosphonic Acid (phosphonic Acid) salt